C(C)(C)(C)OC(N(C)CCOC1=C(C=CC=C1)C1=C(C(=CC=C1)CC1N[C@@H](CC12NC(COC2)=O)C)F)=O N-{2-[(2'-fluoro-3'-{[(3R)-3-methyl-7-oxo-9-oxa-2,6-diazaspiro[4.5]dec-1-yl]methyl}-[1,1'-biphenyl]-2-yl)oxy]ethyl}-N-methylcarbamic acid tert-butyl ester